O=C1NC=2C=CC=C(C2C(N1)=O)C(=O)OC methyl 2,4-dioxo-1,2,3,4-tetrahydroquinazoline-5-carboxylate